6-(benzylthio)-8-fluoro-4-(1-methyl-1H-1,2,3-triazol-4-yl)-2-(trifluoromethyl)quinazoline C(C1=CC=CC=C1)SC=1C=C2C(=NC(=NC2=C(C1)F)C(F)(F)F)C=1N=NN(C1)C